COCCN1C2=C(NC(C1)=O)N=CC(=N2)C=2C(=CC(=NC2)C(=O)N)C 5-(8-(2-methoxyethyl)-6-oxo-5,6,7,8-tetrahydropyrazino[2,3-b]pyrazin-2-yl)-4-methylpicolinamide